di-t-butyl-[2-(2,4,6-triisopropylphenyl)phenyl]phosphane C(C)(C)(C)P(C1=C(C=CC=C1)C1=C(C=C(C=C1C(C)C)C(C)C)C(C)C)C(C)(C)C